Cl.N1CCC(CC1)OC1=C(C#N)C=CC=C1 (piperidin-4-yloxy)benzonitrile HCl